C(C)(C)(C)OC(=O)N[C@]1(C[C@@H]([C@@H](C1)OS(=O)(=O)C(F)(F)F)F)C(=O)OCC ethyl (1R,3S,4R)-1-((tert-butoxycarbonyl)amino)-3-fluoro-4-(((trifluoromethyl)sulfonyl) oxy)cyclopentane-1-carboxylate